BrC1=C(N(C=C1Br)C1(CC1)C)F 3,4-dibromo-2-fluoro-1-(1-methylcyclopropyl)pyrrole